N-(((2S,5R)-6-(phenylmethyloxy)-7-oxo-1,6-diazabicyclo[3.2.1]oct-2-yl)(imino)methyl)furan-2-carboxamide C1(=CC=CC=C1)CON1[C@@H]2CC[C@H](N(C1=O)C2)C(NC(=O)C=2OC=CC2)=N